((1r,3r)-3-(piperidin-4-yloxy)cyclobutyl)methanol N1CCC(CC1)OC1CC(C1)CO